NCC(CC(CO)O)O 5-aminopentane-1,2,4-triol